ClC1=NC=C2N(C(N(C2=N1)C1CCC(CC1)(C)O)=O)C 2-chloro-9-(4-hydroxy-4-methylcyclohexyl)-7-methyl-7,9-dihydro-8H-purin-8-one